N'-[nitrilotris(ethylene)]tris(maleimide) N(CCC=1C(=O)NC(C1)=O)(CCC=1C(=O)NC(C1)=O)CCC=1C(=O)NC(C1)=O